(7-(3,4-dimethoxyphenyl)pyrazolo[1,5-a]pyrimidin-2-yl)(6-(4-methylpiperazine-1-carbonyl)-3,4-dihydroquinolin-1(2H)-yl)methanone COC=1C=C(C=CC1OC)C1=CC=NC=2N1N=C(C2)C(=O)N2CCCC1=CC(=CC=C21)C(=O)N2CCN(CC2)C